ClC1=C(C=CC(=C1)NC1=C(C=NC2=CC(=C(C=C12)NC(CCCN(C)C)=O)OCC)C#N)C1=C(C(=O)N)C=CC=C1 2-chloro-4-(3-cyano-6-(4-(dimethylamino)butanamido)-7-ethoxyquinolin-4-ylamino)phenylbenzamide